CNC(C(=O)N)C 2-(meth-ylamino)propanamide